(4R,6S)-1-[(1S,3R,4S)-3,4-difluorocyclohexyl]-5,5,6-trifluoro-3-(trifluoromethyl)-4,6-dihydrocyclopenta[c]pyrazol-4-ol F[C@@H]1C[C@H](CC[C@@H]1F)N1N=C(C2=C1[C@@H](C([C@@H]2O)(F)F)F)C(F)(F)F